6-(cyclobutylamino)-8-(3-methoxy-2,6-dimethylphenyl)-3-((2-(trimethylsilyl)ethoxy)methyl)pyrido[3,4-d]pyrimidin-4(3H)-one C1(CCC1)NC1=CC2=C(N=CN(C2=O)COCC[Si](C)(C)C)C(=N1)C1=C(C(=CC=C1C)OC)C